(1,3,5,7-Tetraoxo-5,7-dihydropyrrolo[3,4-f]isoindole-2,6(1H,3H)-diyl)bis(ethane-2,1-diyl) dinitrate [N+](=O)(OCCN1C(C2=CC=3C(N(C(C3C=C2C1=O)=O)CCO[N+](=O)[O-])=O)=O)[O-]